Cl[13CH]([13CH2]O)[13CH2]O 2-chloro-1,3-propanediol-13C3